4-[(3S)-3-amino-3-methylpyrrolidin-1-yl]-5-(4-methyl-1H-1,3-benzodiazol-2-yl)-N-(oxolan-3-yl)pyridine-3-carboxamide N[C@@]1(CN(CC1)C1=C(C=NC=C1C1=NC2=C(N1)C=CC=C2C)C(=O)NC2COCC2)C